6,7,8,9-tetrahydro-5H-pyrido[3,2-b]indol-8-amine N1=CC=CC=2NC=3CCC(CC3C21)N